O=C1C=2N(CCC1C(=O)OCC)N=C1C2CN(CC1)C(=O)OC(C)(C)C 2-tert-Butyl 9-ethyl 10-oxo-3,4,7,8,9,10-hexahydropyrazolo[1,5-a:4,3-c']dipyridine-2,9(1H)-dicarboxylate